The molecule is a (2R)-2-hydroxy fatty acid anion that is the conjugate base of (2R)-2-hydroxytetradecanoic acid, obtained by deprotonation of the carboxy group; major species at pH 7.3. It is a (2R)-2-hydroxy fatty acid anion and a 2-hydroxymyristate. It is a conjugate base of a (2R)-2-hydroxytetradecanoic acid. It is an enantiomer of a (2S)-2-hydroxytetradecanoate. CCCCCCCCCCCC[C@H](C(=O)[O-])O